C(C)(C)(C)OC(NC1C2CN(CC1CC2)C2=NC=NC(=C2)C)=O N-[3-(6-methylpyrimidin-4-yl)-3-azabicyclo[3.2.1]oct-8-yl]carbamic acid tert-butyl ester